OCCOCCNC(=NC(C)C)NC(C)C 1-(5-hydroxy-3-oxa-pentyl)-2,3-diisopropylguanidine